F[B-](F)(F)F.C(C)[N+]1(CCCC1)C 1-Ethyl-1-methylpyrrolidinium tetrafluoroborate